4-({[1-(2,2-dimethylpropanoyl)-4-methyl-3-[2-oxo-1-(pyrrolidine-1-carbonyl)piperidin-3-yl]-1H-pyrazol-5-yl](methyl)amino}methyl)benzene-1-carboximidamide CC(C(=O)N1N=C(C(=C1N(C)CC1=CC=C(C=C1)C(N)=N)C)C1C(N(CCC1)C(=O)N1CCCC1)=O)(C)C